ClC1=NC(=NC(=N1)Cl)C1=CC=CC=C1 2,4-dichloro-6-phenyl-[1,3,5]triazine